C1(CCCCC1)[C@@H](C(=O)N1CCN(CC1)C(=O)C=1N(C2=CC(=C(C(=C2C1)O)F)F)C)NC([C@H](C)N(C(OC(C)(C)C)=O)C)=O tert-butyl ((S)-1-(((S)-1-cyclohexyl-2-(4-(5,6-difluoro-4-hydroxy-1-methyl-1H-indole-2-carbonyl)piperazin-1-yl)-2-oxoethyl)amino)-1-oxopropan-2-yl)(methyl)carbamate